dihydro-5H-[1,2,4]triazolo[4,3-a]pyrazin N1NCN2C1=CN=CC2